FC=1C(=C(N)C=CC1F)I 3,4-difluoro-2-iodoaniline